C1(CC1)C=1C=C2CN(C(C2=CC1)COC)C(=O)NC=1C=C2CN(C(C2=CC1)=O)C1C(NC(CC1)=O)=O 5-cyclopropyl-N-(2-(2,6-dioxopiperidin-3-yl)-1-oxoisoindolin-5-yl)-1-(methoxymethyl)isoindoline-2-carboxamide